C(#N)C=1C(=NN2C1N=C(C=C2C2=CC=CC=C2)C2=CC=CC=C2)C(=O)OCC Ethyl 3-cyano-5,7-diphenylpyrazolo[1,5-a]pyrimidine-2-carboxylate